Methylsulfat COS(=O)(=O)[O-]